tert-butyl 4-((3-(2,4-dioxotetrahydropyrimidin-1(2H)-yl)benzo[d]isoxazol-5-yl)methyl)piperidine-1-carboxylate O=C1N(CCC(N1)=O)C1=NOC2=C1C=C(C=C2)CC2CCN(CC2)C(=O)OC(C)(C)C